FC=1C=C(C=CC1)CNC 1-(3-fluorophenyl)-N-methylmethanamine